C1(=CC=CC=C1)[Si](O[Cu])(C1=CC=CC=C1)C1=CC=CC=C1 triphenyl-siloxycopper